4-(azetidin-3-ylamino)-2-chloro-N,N-dimethylbenzamide hydrochloride Cl.N1CC(C1)NC1=CC(=C(C(=O)N(C)C)C=C1)Cl